C(C1=CC=CC=C1)N(C=O)C(C)=C(CCNC=1C2=CC=C(C=C2N=C2CCCCC12)Cl)SSCC N-benzyl-N-(5-((6-chloro-1,2,3,4-tetrahydroacridin-9-yl)amino)-3-(ethyldithio)pent-2-en-2-yl)carboxamide